F[C@@H]1C[C@H](N(C1)C(CN1C(CC2=CC=CC=C12)=O)=O)C(=O)N[C@@H](C1=CC=CC=C1)C1=CC(=C(C=C1)C1(CC1)C)F (2S,4R)-4-fluoro-N-[(S)-[3-fluoro-4-(1-methylcyclopropyl)phenyl](phenyl)methyl]-1-[2-(2-oxo-2,3-dihydro-1H-indol-1-yl)acetyl]pyrrolidine-2-carboxamide